2-[4-[5-(tert-Butoxycarbonylamino)-4-cyano-1-isopropyl-pyrazol-3-yl]-3-chloro-2-fluoro-phenyl]acetic acid C(C)(C)(C)OC(=O)NC1=C(C(=NN1C(C)C)C1=C(C(=C(C=C1)CC(=O)O)F)Cl)C#N